(5-bromopyridin-2-yl)-4-((6-methoxypyridin-3-yl)methyl)piperazin-2-one BrC=1C=CC(=NC1)N1C(CN(CC1)CC=1C=NC(=CC1)OC)=O